C(CCC)N([SiH2]CC[SiH2]N(CCCC)CCCC)CCCC 1,4-bis(dibutylamino)-1,4-disilabutane